3-[2-chloro-5-(2-methoxy-2-oxoethyl)-4-nitrophenyl]azetidine-1-carboxylic acid tert-butyl ester C(C)(C)(C)OC(=O)N1CC(C1)C1=C(C=C(C(=C1)CC(=O)OC)[N+](=O)[O-])Cl